(R,E)-N-((1,2,3,5,6,7-Hexahydro-s-indacen-4-yl)carbamoyl)-2-(1-(Tetrahydro-2H-thiopyran-4-yl)pyrrolidin-2-yl)ethen-1-sulfonamid C1CCC2=C(C=3CCCC3C=C12)NC(=O)NS(=O)(=O)\C=C\[C@@H]1N(CCC1)C1CCSCC1